1-(2-Hydroxyethyl)-2,2,6,6-tetramethyl-4-hydroxy-piperidin OCCN1C(CC(CC1(C)C)O)(C)C